5,5-dimethyl-1,2-oxathiolan-4-one 2,2-dioxide CC1(C(CS(O1)(=O)=O)=O)C